BrC=1C=NN(C1\C=C(/C#N)\C1=CC(=CC(=C1)F)F)C (Z)-3-(4-bromo-1-methyl-1H-pyrazol-5-yl)-2-(3,5-difluorophenyl)acrylonitrile